C(#C)C1=C(C(N(C=2N=C(N=CC21)NC2=C(C=CC=C2)OC)C2=CC=CC=C2)=O)NC(C)=O N-(5-ethynyl-2-((2-methoxyphenyl)amino)-7-oxo-8-phenyl-7,8-dihydropyrido[2,3-d]pyrimidin-6-yl)acetamide